(R)-N-(5-(difluoromethoxy)-1H-pyrazol-3-yl)-1-(1-(pyridazin-3-yl)ethyl)-1H-pyrazolo[3,4-b]pyrazin-6-amine FC(OC1=CC(=NN1)NC1=CN=C2C(=N1)N(N=C2)[C@H](C)C=2N=NC=CC2)F